(R)-4-(3H-[1,2,3]triazolo[4,5-b]pyridin-3-yl)-N-(3-ethynylpyridin-2-yl)-2-fluoro-N-(piperidin-3-yl)benzamide N1=NN(C2=NC=CC=C21)C2=CC(=C(C(=O)N([C@H]1CNCCC1)C1=NC=CC=C1C#C)C=C2)F